(S)-(3-(isobutylamino)pyrrolidin-1-yl)(4-(pyridin-2-ylmethyl)-3,4-dihydroquinoxalin-1(2H)-yl)methanone oxalate C(C(=O)O)(=O)O.C(C(C)C)N[C@@H]1CN(CC1)C(=O)N1CCN(C2=CC=CC=C12)CC1=NC=CC=C1